CC=1C(=C(C=C(C1)C)C(CC(C)SCCCCCCCCCCCC)C1=C(C(=CC(=C1)C)C)O)O 1,1-bis(3,5-dimethyl-2-hydroxyphenyl)-3-(n-dodecylthio)butane